[Ru+2].C(C)(C)OC1=C(C=CC=C1)C=C1C(CCCC1)P(C1CCCCC1)C1CCCCC1 (2-isopropoxyphenylmethylene)(tricyclohexylphosphine) ruthenium (II)